ClC=1C=C(C=C2C(=C(C=NC12)C#N)NCC(C)(C)C)N[C@@H](C=1N=C(OC1C)C)C=1N=NN(C1)C1(CC1)C(F)F (S)-8-chloro-6-(((1-(1-(difluoromethyl)cyclopropyl)-1H-1,2,3-triazol-4-yl)(2,5-dimethyloxazol-4-yl)methyl)amino)-4-(neopentylamino)quinoline-3-carbonitrile